N1N=NN=C1C1=CC=C(C=C1)C1C(CN(C1)CC)CC1=C2C=CNC2=C(C=C1C1CC1)C 4-((4-(4-(1H-tetrazol-5-yl)phenyl)-1-ethylpyrrolidin-3-yl)methyl)-5-cyclopropyl-7-methyl-1H-indole